2-methyl-6-(4,4,5,5-tetramethyl-1,3,2-dioxaborolan-2-yl)-1-((2-(trimethylsilyl)ethoxy)methyl)-1H-benzo[d]imidazole CC1=NC2=C(N1COCC[Si](C)(C)C)C=C(C=C2)B2OC(C(O2)(C)C)(C)C